2-[(3-methoxy-4-methylphenyl)methyl]-6-(1,2-thiazol-3-yl)-2H-pyrazolo[3,4-d]pyrimidin-4-amine COC=1C=C(C=CC1C)CN1N=C2N=C(N=C(C2=C1)N)C1=NSC=C1